1-methyl-3-((6-(oxazol-4-ylmethoxy)-1H-indol-2-yl)methyl)urea CNC(=O)NCC=1NC2=CC(=CC=C2C1)OCC=1N=COC1